C(C)S(=O)(=O)C1=C(N=C2N1C=CC(=C2)C(F)(F)F)C#N 3-(Ethylsulfonyl)-7-(trifluoromethyl)imidazo[1,2-a]pyridin-2-carbonitril